rac-N-((4R,5S)-4-(3-(aminomethyl)phenyl)-7-ethyl-6-oxo-1-phenyl-4,5,6,7-tetrahydro-1H-pyrazolo[3,4-b]pyridin-5-yl)-3-(trifluoromethyl)benzamide NCC=1C=C(C=CC1)[C@@H]1C2=C(N(C([C@H]1NC(C1=CC(=CC=C1)C(F)(F)F)=O)=O)CC)N(N=C2)C2=CC=CC=C2 |r|